methyl 3-(5-acetylthiophen-2-yl)-3-[3-(hydroxymethyl)-4-methylphenyl]-2,2-dimethylpropionate C(C)(=O)C1=CC=C(S1)C(C(C(=O)OC)(C)C)C1=CC(=C(C=C1)C)CO